C1(CCCC1)C1C2C3C4C=CC(C3C(C1)C2)C4 9-cyclopentyl-tetracyclo[6.2.1.13,6.02,7]dodec-4-ene